methyl 2-methyl-1,2,3,4-tetrahydroisoquinoline-5-carboxylate CN1CC=2C=CC=C(C2CC1)C(=O)OC